2-acrylamido-2-methylpropyl-acrylamide C(C=C)(=O)NC(CC(C(=O)N)=C)(C)C